1,1-diphenyl-3-methylpentyl-lithium C1(=CC=CC=C1)C(CC(CC)C)(C1=CC=CC=C1)[Li]